NCC=1C=CC(=C(C(=O)N[C@H](C)C2=CC=CC3=CC=CC=C23)C1)C (R)-5-(aminomethyl)-2-methyl-N-(1-(naphthalen-1-yl)ethyl)benzamide